7-(methyl-d3)-2-((6-methyl-2,3-dihydrobenzofuran-5-yl)amino)-9-(tetrahydro-2H-pyran-4-yl)-7,9-dihydro-8H-purin-8-one C(N1C(N(C2=NC(=NC=C12)NC=1C(=CC2=C(CCO2)C1)C)C1CCOCC1)=O)([2H])([2H])[2H]